1-methyl-1H-indazol-3-yl-dihydropyrimidine-2,4(1H,3H)-dione CN1N=C(C2=CC=CC=C12)N1C(NC(CC1)=O)=O